C[C@H]1CN(C[C@H](N1)C)C1=NC(N2C3=C(C(=C(C=C13)C(F)(F)F)C1=CC=C(C=C1)F)SC[C@@H](C2)OCCOC)=O (R)-8-((3S,5R)-3,5-dimethylpiperazin-1-yl)-11-(4-fluorophenyl)-3-(2-methoxyethoxy)-10-(trifluoromethyl)-3,4-dihydro-2H,6H-[1,4]thiazepino[2,3,4-ij]quinazolin-6-one